4,5-dihydro-5,5-diphenyl-isoxazole-3-formic acid isopropylamine salt C(C)(C)N.C1(=CC=CC=C1)C1(CC(=NO1)C(=O)O)C1=CC=CC=C1